BrC=1C=C2/C(/N=C(N(C2=CC1)C)C)=N/[C@H](C)C1=C(C(=CC=C1)C(F)(F)F)C (R,Z)-6-bromo-1,2-dimethyl-N-(1-(2-methyl-3-(trifluoromethyl)phenyl)ethyl)-quinazolin-4(1H)-imine